2-(chloromethyl)-1-(cyclohexylmethyl)-1H-benzo[d]imidazole ClCC1=NC2=C(N1CC1CCCCC1)C=CC=C2